Ethyl perfluorobutyl ether FC(C(C(C(F)(F)F)(F)F)(F)F)(F)OCC